4-(4-(pyrrolidin-1-yl)phenyl)piperidine hydrochloride Cl.N1(CCCC1)C1=CC=C(C=C1)C1CCNCC1